3-(N-(cyclopropanecarbonyl)-4-fluorobenzamido)-2-fluoro-N-(4-(perfluoropropan-2-yl)-2-(trifluoromethyl)phenyl)benzamide C1(CC1)C(=O)N(C(C1=CC=C(C=C1)F)=O)C=1C(=C(C(=O)NC2=C(C=C(C=C2)C(C(F)(F)F)(C(F)(F)F)F)C(F)(F)F)C=CC1)F